C(C=C)C1(COC1)N(S(=O)C(C)(C)C)CC N-(3-allyloxetan-3-yl)-N-ethyl-2-methylpropan-2-sulfinamide